C(C1=CC=CC=C1)SC1=CC(=C(NC2=NC=C(C(=N2)NC2CCCC2)/C=C/C(=O)OC)C=C1)C 1-Methyl (E)-3-[2-(4-benzylsulfanyl-2-methyl-anilino)-4-(cyclopentylamino) pyrimidin-5-yl]prop-2-enoate